CO[Si](CCN1N=NN=C1CCCCCCCCCCC1=NN=NN1CC[Si](OC)(OC)OC)(OC)OC 5,5'-decamethylenebis{1-[2-(trimethoxysilyl)ethyl]-1,2,3,4-tetrazole}